2-Fluoro-2-methylpentane FC(C)(CCC)C